BrC1=CC(=C(CC=2C=C(C(NN2)=O)C2C(CCC2)C)C(=C1)C)C 6-(4-bromo-2,6-dimethylbenzyl)-4-(2-methylcyclopentyl)pyridazin-3(2H)-one